bromo-4-(diazomethyl)-2-(trifluoromethoxy)benzene BrC1=C(C=C(C=C1)C=[N+]=[N-])OC(F)(F)F